FC=1C=C(C=NC1)[C@@H](C)N (R)-1-(5-fluoropyridin-3-yl)ethan-1-amine